5-[4-[(3-methylthiophene-2-yl)carbonylamino]phenyl]-1H-naphtho[1,2-B][1,4]diazepine-2,4(3H,5h)-dione CC1=C(SC=C1)C(=O)NC1=CC=C(C=C1)N1C2=C(NC(CC1=O)=O)C1=CC=CC=C1C=C2